CS(=O)(=O)C1=CC=2N(C(C(=C(N2)C(F)(F)F)C2=CC=C(C=C2)OCC(F)(F)F)=O)C=C1 8-(Methylsulfonyl)-3-(4-(2,2,2-trifluoroethoxy)phenyl)-2-(trifluoromethyl)-4H-pyrido[1,2-a]pyrimidin-4-one